N-(4-(2-(3,5-bis(trifluoromethyl)benzamido)-5-methylpyrimidin-4-yl)phenyl)nicotinamide FC(C=1C=C(C(=O)NC2=NC=C(C(=N2)C2=CC=C(C=C2)NC(C2=CN=CC=C2)=O)C)C=C(C1)C(F)(F)F)(F)F